CS(=O)(=O)OC1CCC2(CC(C2)O[Si](C)(C)C(C)(C)C)CC1 [2-[tert-butyl(dimethyl)silyl]oxyspiro[3.5]nonan-7-yl] methanesulfonate